C(C)(C)(C)C1=CC=C(C=C1)C1=CC(=CC=C1)N(C1=NC=2N(C3=CC(=C(C=C13)F)Cl)C=NN2)C N-(4'-(tert-butyl)-[1,1'-biphenyl]-3-yl)-8-chloro-7-fluoro-N-methyl-[1,2,4]triazolo[4,3-a]quinazolin-5-amine